thiazolyl-1,2,3-triazole S1C(=NC=C1)C=1N=NNC1